O=C1NC(CCC1N1C(C2=CC=CC=C2C(C1=O)NC1CC(C1)CC(=O)O)=O)=O 2-(3-((2-(2,6-dioxopiperidin-3-yl)-1,3-dioxoisoquinolin-4-yl)amino)cyclobutyl)acetic acid